trimethyl-cyclohexyl-phosphorus chloride CP(C1CCCCC1)(C)(C)Cl